COC(=O)C1=CC2=C(C=C1C)C1(CCN(CC1)CC1CCCCC1)CO2.BrC2=CC=CC=1N(C(N(C12)C)=O)C1C(NC(CC1)=O)=O 3-(4-Bromo-3-methyl-2-oxo-2,3-dihydro-1H-benzo[d]imidazol-1-yl)piperidine-2,6-dione Methyl-1'-(Cyclohexylmethyl)-5-Methyl-2H-Spiro[1-Benzofuran-3,4'-Piperidine]-6-Carboxylate